CC(C(C(C(=O)[O-])(C)C)C(C)C)(CC(C(=O)[O-])(C)C)C 2,2-dimethyl-1-(methylethyl)-1,3-propanediylbis(2-methyl propanoate)